5,6-dihydropyrrolo[2,1-a]isoquinoline C=1C=CN2C1C1=CC=CC=C1CC2